Cl.C1(CC1)COC1=CC(=C2C(NC(=NC2=C1)CSC1CCN(CC1)CC1CCNCC1)=O)F 7-(cyclopropylmethoxy)-5-fluoro-2-(((1-(piperidin-4-ylmethyl)piperidin-4-yl)thio)methyl)quinazolin-4(3H)-one hydrochloride